NC1=NC=2C=NC(=CC2C2=C1COC2)C(=O)N2C(CC[C@@H](C2)C)C=2C=C1CC3(C(NC1=C(C2)Cl)=O)CC3 6'-((5S)-1-(4-amino-1,3-dihydrofuro[3,4-c][1,7]naphthyridine-8-carbonyl)-5-methylpiperidin-2-yl)-8'-chloro-1',4'-dihydro-2'H-spiro[cyclopropane-1,3'-quinolin]-2'-one